BrC=1C(=NC2=CC=CC=C2C1NCCC=1N=NC=CC1)N bromo-N4-(2-(pyridazin-3-yl)ethyl)quinoline-2,4-diamine